Cl(=O)(=O)(=O)[O-].[Ba+2].Cl(=O)(=O)(=O)[O-] barium perchlorate salt